(thiazol-4-yl)benzo[b]thiophene 1-oxide S1C=NC(=C1)C1=CC2=C(S1=O)C=CC=C2